C1(CC1)C1=C(C(=NO1)C1=C(C=CC=C1Cl)Cl)CO[C@H]1[C@@H]2CN([C@H](C1)C2)C=2SC1=C(N2)C(=CC(=C1)C(=O)OC)C(C)C methyl 2-[(1S,4S,5R)-5-[[5-cyclopropyl-3-(2,6-dichlorophenyl)-1,2-oxazol-4-yl]methoxy]-2-azabicyclo[2.2.1]heptan-2-yl]-4-(propan-2-yl)-1,3-benzothiazole-6-carboxylate